NC1=C(C=C(C2=CC=CC=C12)S(=O)(=O)O)N=NC=1C=NC(=CC1)C1=CC=C(C=C1)C 4-amino-3-(6-p-tolylpyridin-3-ylazo)naphthalene-1-sulfonic acid